4'-Cyclopropyl-6'-methoxy-4-((4-(1-methyl-4-(trifluoromethyl)-1H-imidazol-2-yl)benzyl)amino)-[2,5'-bipyrimidine]-5-carbonitrile C1(CC1)C1=NC=NC(=C1C1=NC=C(C(=N1)NCC1=CC=C(C=C1)C=1N(C=C(N1)C(F)(F)F)C)C#N)OC